BrC=1C=C(C(N(C1)CCCC)=O)F 5-bromo-1-butyl-3-fluoropyridin-2(1H)-one